C(CCC)(=O)OC(COC(CCCCCCCCCCC)=O)CO glycerol monolaurate monobutyrate